N-(1,3-benzodioxan-5-ylmethyl)-2,6-dichlorobenzamide O1COCC2=C1C=CC=C2CNC(C2=C(C=CC=C2Cl)Cl)=O